3-((4-(5-chloro-3-methyl-2-(((R)-morpholin-2-yl)methyl)phenyl)pyrrolo[2,1-f][1,2,4]triazin-6-yl)methyl)-6,6-dimethyl-3-azabicyclo[3.1.0]hexane-2,4-dione hydrochloride Cl.ClC=1C=C(C(=C(C1)C1=NC=NN2C1=CC(=C2)CN2C(C1C(C1C2=O)(C)C)=O)C[C@@H]2CNCCO2)C